2-(4-(trifluoromethoxy)phenoxy)acetamide FC(OC1=CC=C(OCC(=O)N)C=C1)(F)F